(5s,9r)-9-(1-cyclopropyl-3-(2-fluoro-4-(trifluoromethoxy)benzyl)ureido)-N-methyl-3-oxo-2,7-diazaspiro[4.5]decane C1(CC1)N(C(=O)NCC1=C(C=C(C=C1)OC(F)(F)F)F)[C@H]1CN(C[C@]2(CC(NC2)=O)C1)C